3,7,7-trimethylbicyclo[4.1.0]hept-2-ene CC1=CC2C(C2CC1)(C)C